tert-butyl N-[4-(5-chloro-2-thienyl)-2-nitro-phenyl]carbamate ClC1=CC=C(S1)C1=CC(=C(C=C1)NC(OC(C)(C)C)=O)[N+](=O)[O-]